methyl (S)-3-(8-bromo-6-(pyridin-2-yl)-1-methylthio-4H-benzo[f][1,2,4]triazolo[4,3-a][1,4]diazepin-4-yl)propionate BrC=1C=CC2=C(C(=N[C@H](C=3N2C(=NN3)SC)CCC(=O)OC)C3=NC=CC=C3)C1